C(C)(C)(C)OC(NCC1=CC=C(C=C1)CN1C2=NC(=NC(=C2N=C1)N)OCCCC)=O 4-((6-Amino-2-butoxy-9H-purin-9-yl)methyl)benzyl-carbamic acid tert-butyl ester